C(C)[SiH](OCC)OCC Ethyl-diethoxysilane